(4R)-4-[4-(5-{[(2R,3S,5S)-2-fluoro-8-azabicyclo[3.2.1]octan-3-yl](methyl)amino}pyrazin-2-yl)-3-hydroxyphenyl]pyrrolidin-2-one F[C@@H]1C2CC[C@@H](C[C@@H]1N(C=1N=CC(=NC1)C1=C(C=C(C=C1)[C@H]1CC(NC1)=O)O)C)N2